ClC=1C=C(OC=2C=CC(=C(C2)NC(=O)C2N(C(CC2)=O)C)OC)C=CC1C#N N-(5-(3-Chloro-4-cyanophenoxy)-2-methoxyphenyl)-1-methyl-5-oxopyrrolidine-2-carboxamide